CC1(C=O)CC=C(C=C1)S(=O)(=O)C 1-methyl-4-(methylsulfonyl)benzaldehyde